NC1=C(C=C(C=N1)C=1C=NN(C1)C1CCN(CC1)C(CCCCCCCCC1=C2CN(C(C2=CC=C1)=O)C1C(NC(CC1)=O)=O)=O)O[C@H](C)C1=C(C(=CC=C1Cl)F)Cl 3-(4-(9-(4-(4-(6-amino-5-((R)-1-(2,6-dichloro-3-fluorophenyl)ethoxy)pyridin-3-yl)-1H-pyrazol-1-yl)piperidin-1-yl)-9-oxononyl)-1-oxoisoindolin-2-yl)piperidine-2,6-dione